ClC1=CC=C(OCC(=O)C=2C(=NN(C2O)C)C(F)(F)F)C=C1 2-(4-chlorophenoxy)-1-(5-hydroxy-1-methyl-3-(trifluoromethyl)-1H-pyrazol-4-yl)ethan-1-one